(R)-N-(3,3-dimethylbutyl)-1-(6-((4-(6-methoxy-1H-indazol-4-yl)-1H-1,2,3-triazol-1-yl)methyl)pyridazin-3-yl)piperidin-3-amine CC(CCN[C@H]1CN(CCC1)C=1N=NC(=CC1)CN1N=NC(=C1)C1=C2C=NNC2=CC(=C1)OC)(C)C